C(CCCCCCCCCCCCCCCCC)(=O)OCCCCCCCCCCCCCCCCCCCC stearylethyl stearate